1-(2,3,4-trifluorophenyl)ethanamine FC1=C(C=CC(=C1F)F)C(C)N